(R)-N-((R)-1-(2-(3,3-difluorocyclobutyl)-3,6-dimethyl-4-oxo-3,4-dihydroquinazolin-8-yl)ethyl)-2-methylpropane-2-sulfinamide FC1(CC(C1)C1=NC2=C(C=C(C=C2C(N1C)=O)C)[C@@H](C)N[S@](=O)C(C)(C)C)F